FC(C#N)(C1=C(C=CC=C1)OC)F 2,2-difluoro-2-(2-methoxyphenyl)acetonitrile